C(C(=C)C)(=O)NCCOC(NCC1=CC=C(C=C1)CN1C(=NC=2C(=NC=3C=CC=CC3C21)N)C2COC2)=O 4-((4-amino-2-(oxetan-3-yl)-1H-imidazo[4,5-c]Quinolin-1-yl)methyl)benzylcarbamic acid 2-methacrylamidoethyl ester